(S)-2-hydroxy-6-((4-(2-(2-hydroxyethyl)nicotinoyl)thiomorpholin-3-yl)methoxy)benzaldehyde OC1=C(C=O)C(=CC=C1)OC[C@@H]1N(CCSC1)C(C1=C(N=CC=C1)CCO)=O